1-(4Z,7Z,10Z,13Z,16Z,19Z-docosahexaenoyl)-2-eicosanoyl-glycero-3-phospho-(1'-sn-glycerol) CCCCCCCCCCCCCCCCCCCC(=O)O[C@H](COC(=O)CC/C=C\C/C=C\C/C=C\C/C=C\C/C=C\C/C=C\CC)COP(=O)(O)OC[C@H](CO)O